C1(CC1)C(=O)N(C(=O)C1CC1)C1=NC=C(C(=N1)C=1OC=CC1)C=1C=C2C(=NC=NC2=CC1)C N-(Cyclopropylformyl)-N-(4-(furan-2-yl)-5-(4-methylquinazolin-6-yl)pyrimidin-2-yl)cyclopropylcarboxamide